C1(CC1)N1CCN(CC1)C1=CC=C(C=C1)C1=CC2=C(C(=N1)C)C=C(N2C)C2=CC=C(C=C2)S(=O)(=O)C 6-(4-(4-Cyclopropylpiperazin-1-yl)phenyl)-1,4-dimethyl-2-(4-(methylsulfonyl)phenyl)-1H-pyrrolo[3,2-c]pyridin